C(#N)C=1C(=NC(=NC1)C1(CC(=C(C=C1OC(F)F)N(C)CCN(C)C)N)N)C=1C=NN2C1C=CC=C2 4-{5-cyano-4-pyrazolo[1,5-a]pyridin-3-ylpyrimidin-2-yl}-5-difluoromethoxy-N1-(2-dimethylaminoethyl)-N1-methylbenzene-1,2,4-triamine